C(C)(C)(C)NC(=O)NC=1C=CC2=C(OCC(N2C(C)C2=CC(=CC=C2)Cl)=O)C1 1-(tert-butyl)-3-(4-(1-(3-chlorophenyl)ethyl)-3-oxo-3,4-dihydro-2H-benzo[b][1,4]oxazin-7-yl)urea